ClC=1C=CC=C2CN(CC12)C(C1=C(C(=C(C=C1O)O)C)C)=O 7-Chloro-2-(4,6-dihydroxy-2,3-dimethylbenzoyl)isoindolin